ClC1=CC=C(C=C1)CC(=O)NN1C(C2=CC=CC=C2C(=N1)C1CCCCC1)=O 2-(4-chlorophenyl)-N-(4-cyclohexyl-1-oxophthalazin-2(1H)-yl)acetamide